CC1=CN=NN1[C@H](C=1C=C(C=CC1)N1C(C2=CC(=CC(=C2C1)C(F)(F)F)CNC1(CCC1)C)=O)C1COC1 (S)-2-(3-((5-methyl-1H-1,2,3-triazol-1-yl)(oxetan-3-yl)methyl)phenyl)-6-(((1-methylcyclobutyl)amino)methyl)-4-(trifluoro-methyl)isoindolin-1-one